COC(C1=CC=C(C=C1)C1=C(C(=NO1)C)NC(=O)OC(C)C1=C(C=CC=C1)Cl)=O 4-{4-[1-(2-Chloro-phenyl)-ethoxycarbonylamino]-3-methyl-isoxazol-5-yl}-benzoic Acid Methyl Ester